ClC1=CC(=C(C2=C1N(N=N2)C)C)[C@H](CC(=O)OCC)C=2C=C(C1=C(C=CS1)C2)CO ethyl (3R)-3-(7-chloro-1,4-dimethyl-1H-benzotriazol-5-yl)-3-[7-(hydroxymethyl)-1-benzothiophene-5-yl]propanoate